C(C)(C)(C)OC(NC(C(=O)NC)CC=CC=1C=NC=CC1)=O (1-(methylamino)-1-oxo-5-(pyridin-3-yl)pent-4-en-2-yl)carbamic acid tert-butyl ester